N1=C(N=CC=C1)C(C)NCC=1C=C2CCC(NC2=CC1)=O 6-(((1-(pyrimidin-2-yl)ethyl)amino)methyl)-3,4-dihydroquinolin-2(1H)-one